ClC12CC(C1)(C2)NC(N(CC2=NNC(=C2)C(F)(F)F)C=2C=NC(=NC2)OC)=O (3-Chlorobicyclo[1.1.1]pent-1-yl)-1-(2-methoxypyrimidin-5-yl)-1-((5-(trifluoromethyl)-1H-pyrazol-3-yl)methyl)urea